protocatechuic acid (Protocatechuate) C(C1=CC(O)=C(O)C=C1)(=O)O.C(C1=CC(O)=C(O)C=C1)(=O)O